FCCCOC(C(CC)(CC)NC(=O)C1=NC(=C(C=C1)N1CC(C1)(F)F)OCC1CC1)=O.OC1=C(C(=NC=C1)C1=NC=CC=C1C1=NC=CC=C1)C1=CC=CC=C1 hydroxyphenyl-terpyridine 3-Fluoropropyl-2-{[6-(cyclopropylmethoxy)-5-(3,3-difluoroazetidin-1-yl)pyridine-2-carbonyl]amino}-2-ethylbutanoate